2-((2S)-1-azabicyclo[2.2.2]Oct-2-yl)-6-(3-methyl-1H-pyrazol-4-yl)thieno[3,2-d]Pyrimidin-4(3H)-one N12[C@@H](CC(CC1)CC2)C=2NC(C1=C(N2)C=C(S1)C=1C(=NNC1)C)=O